C(C1=CC=CC=C1)OC(=O)N[C@@H](CCCCNC([C@@H](NC(=O)OC(C)(C)C)CCCCNC(CC[C@@H](C(=O)OC(C)(C)C)NC(CCCCCCCCCCCCCCCCP(=O)(OC(C)(C)C)OC(C)(C)C)=O)=O)=O)C(=O)O N2-((benzyloxy)carbonyl)-N6-(N6-((S)-5-(tert-butoxy)-4-(17-(di-tert-butoxyphosphoryl)heptadecanamido)-5-oxopentanoyl)-N2-(tert-butoxycarbonyl)-L-lysyl)-L-lysine